Octadecyl-3-[3,5-di-tert-butyl-4-hydroxyphenyl]propionate C(CCCCCCCCCCCCCCCCC)OC(CCC1=CC(=C(C(=C1)C(C)(C)C)O)C(C)(C)C)=O